(5R,8aS)-3-chloro-1-methanesulfonylmethyl-5-methyl-5,6,8a,9-tetrahydro-8H-7,10-dioxa-2,4,4b-triazaphenanthrene ClC=1N=C(C=2OC[C@@H]3COC[C@H](N3C2N1)C)CS(=O)(=O)C